C(C1=CC=CC=C1)NC1CS(C(=C1)Br)(=O)=O 3-(benzylamino)-5-bromo-2,3-dihydrothiophene 1,1-dioxide